3-(4-cyano-2-fluoro-3-methylthioanilino)-2-hydroxy-2-methyl-3-oxopropanoic acid propyl ester C(CC)OC(C(C(=O)NC1=C(C(=C(C=C1)C#N)SC)F)(C)O)=O